ClC1=NC=C(C=N1)CC 2-chloro-5-ethylpyrimidine